ClC1=NC(=NC(=N1)Cl)C1=CC=CC2=C1OC1=C2C=CC=C1 2,4-dichloro-6-(dibenzofuran-4-yl)-1,3,5-triazine